(S)-2-(2-chloro-6-fluorobenzamido)-3-(4-(7'-fluoro-2'-oxospiro[cyclopropane-1,3'-indoline]-1'-yl)phenyl)propanoic acid methyl ester COC([C@H](CC1=CC=C(C=C1)N1C(C2(C3=CC=CC(=C13)F)CC2)=O)NC(C2=C(C=CC=C2F)Cl)=O)=O